C(C)C=1C=CC(=C(C1)S(=O)(=O)Cl)OCC1=CC(=NC=C1)OC 5-ethyl-2-((2-methoxypyridin-4-yl)methoxy)benzenesulfonyl chloride